C(CCCCCCCCCCCCCCC)OC(=O)C=1OC(=CC1)C hexadecyl-5-methyl-2-furoate